2-{3'-(pyridin-3-yl)-biphenyl-4-yl}-4,6-bis(phenanthren-9-yl)-benzoxazole N1=CC(=CC=C1)C=1C=C(C=CC1)C1=CC=C(C=C1)C=1OC2=C(N1)C(=CC(=C2)C=2C1=CC=CC=C1C=1C=CC=CC1C2)C=2C1=CC=CC=C1C=1C=CC=CC1C2